2-amino-N-isopropyl-5-(2-methyl-4-(2-(4-(trifluoromethyl)phenyl)acetamido)phenyl)nicotinamide NC1=C(C(=O)NC(C)C)C=C(C=N1)C1=C(C=C(C=C1)NC(CC1=CC=C(C=C1)C(F)(F)F)=O)C